ClC=1C=C(C=CC1)C1=CNC2=CC(=CC=C12)C(=O)N1CCCCC1 (3-(3-chlorophenyl)-1H-indol-6-yl)(piperidin-1-yl)methanone